ClC1=CC=NC2=CC=C(C=C12)C1(CC1)C1=CC(=NC=C1)C(F)(F)F 4-chloro-6-(1-(2-(trifluoromethyl)pyridin-4-yl)cyclopropyl)-quinoline